6-[[2-fluoro-4-(trifluoromethyl)phenyl]methylene]-2-azaspiro[3.3]heptane-2-carboxylic acid tert-butyl ester C(C)(C)(C)OC(=O)N1CC2(C1)CC(C2)=CC2=C(C=C(C=C2)C(F)(F)F)F